C(C)(C)(C)OC(C(CSCCCCCCCC(=O)O)NC(=O)OC(C)(C)C)=O 8-(3-tert-butoxy-2-(tert-butoxycarbonylamino)-3-oxopropylthio)octanoic acid